tert-butyl N-[2-[[1-methyl-2-(2,2,2-trifluoroacetyl)-3,4-dihydro-1H-isoquinolin-6-yl]oxy]ethyl]carbamate CC1N(CCC2=CC(=CC=C12)OCCNC(OC(C)(C)C)=O)C(C(F)(F)F)=O